tert-butyl (S)-(1-(3-methyl-5-(2-(1-methylpiperidin-4-yl)pyrimidin-5-yl)thiophene-2-carbonyl)pyrrolidin-3-yl)carbamate CC1=C(SC(=C1)C=1C=NC(=NC1)C1CCN(CC1)C)C(=O)N1C[C@H](CC1)NC(OC(C)(C)C)=O